C(C)(C)(C)OC(=O)N[C@]12CN([C@@H](CC[C@@H]2C1)C)C(=O)OCC1=CC=CC=C1 benzyl (1R,4R,7R)-1-((tert-butoxycarbonyl)amino)-4-methyl-3-azabicyclo[5.1.0]octane-3-carboxylate